(S)-1-(3-ethoxy-4-methoxyphenyl)-2-(methylsulfonyl)-ethanamine C(C)OC=1C=C(C=CC1OC)[C@@H](CS(=O)(=O)C)N